Cl.CN1N=NC(=C1)CN (1-methyl-1H-1,2,3-triazol-4-yl)methylamine hydrochloride